copper-tungsten-osmium [Os].[W].[Cu]